ClC=1N=CC2=C(C=CC(=C2C1)[C@@H](CC)N[S@](=O)C(C)(C)C)Cl (R)-N-((R)-1-(3,8-dichloroisoquinoline-5-yl)propyl)-2-methylpropane-2-sulfinamide